C(CCCCCCC)OCOCCCC(C)[Cu]C(CCCOCOCCCCCCCC)C.[Li] lithium bis[4-octoxymethoxy-1-methylbutyl]copper